Methyl (2-((2-((2,4-dichloro-5-isopropoxyphenyl)amino)-2-oxoethyl)thio)acetyl)sulfamate ClC1=C(C=C(C(=C1)Cl)OC(C)C)NC(CSCC(=O)NS(OC)(=O)=O)=O